BrC1=C(C=C(C=C1)C1=CC=2N(C(=C1)C)N=C(C2)C)OCOC 5-(4-bromo-3-(methoxymethoxy)phenyl)-2,7-dimethylpyrazolo[1,5-a]pyridine